1-amino-3-chloropyrrole-2-carboxylic acid methyl ester COC(=O)C=1N(C=CC1Cl)N